ClC(C(=O)OCCOCCOCCOCCOC(C(=C)Cl)=O)=C tetraethylene glycol di(chloroacrylate)